NC1=C(C(=O)NC(C)C)C=C(C=N1)C1=C(C=C(C=C1)NC(CC1=CC=CC2=CC=CC=C12)=O)C 2-amino-N-isopropyl-5-(2-methyl-4-(2-(naphthalen-1-yl)acetamido)phenyl)nicotinamide